({{2-fluoro-4-methoxy-5-[(2-methyl-1,3-benzoxazol-4-yl) methoxy] phenyl} carbamoyl} amino) thiophene-2,3-dicarboxylate S1C(=C(C=C1)C(=O)[O-])C(=O)ONC(NC1=C(C=C(C(=C1)OCC1=CC=CC2=C1N=C(O2)C)OC)F)=O